3-(5-spiro[2H-benzofuran-3,1'-cyclopropan]-4-yloxypyrazin-2-yl)imidazolidin-2,4-dione C12(CC1)COC1=C2C(=CC=C1)OC=1N=CC(=NC1)N1C(NCC1=O)=O